4-[2-fluoro-6-(methoxycarbonyl)pyridin-3-yl]-1,2,3,6-tetrahydropyridine-1-carboxylic acid FC1=NC(=CC=C1C=1CCN(CC1)C(=O)O)C(=O)OC